8-Methoxy-4-(trifluoromethyl)quinoline rel-tert-butyl-(1R,6R)-2,5-diazabicyclo[4.2.0]octane-2-carboxylate C(C)(C)(C)OC(=O)N1[C@@H]2CC[C@H]2NCC1.COC=1C=CC=C2C(=CC=NC12)C(F)(F)F |o1:8,11|